1-(6-(4-((4-(1H-pyrazol-4-yl)phenyl)amino)pyrimidin-2-yl)-3,4-dihydroisoquinolin-2(1H)-yl)-2-hydroxypropan-1-one N1N=CC(=C1)C1=CC=C(C=C1)NC1=NC(=NC=C1)C=1C=C2CCN(CC2=CC1)C(C(C)O)=O